mono-BOC-1,6-hexanediamine HCl Cl.C(=O)(OC(C)(C)C)C(CCCCCN)N